4-(1-methyl-1H-pyrazol-4-yl)piperidine-1,3-dicarboxylic acid 1-(tert-butyl) ester 3-ethyl ester C(C)OC(=O)C1CN(CCC1C=1C=NN(C1)C)C(=O)OC(C)(C)C